3,4-dichloro-6,7,8,9-tetrahydropyrido[1,2-a]indol-9-amine ClC1=CC=C2C=C3N(C2=C1Cl)CCCC3N